CSC(C(=O)N1[C@H](CCC1)C=1NC(=CN1)C1=CC=CC=C1)C 2-(methylsulfanyl)-1-((R)-2-(5-phenylimidazol-2-yl)pyrrolidin-1-yl)propan-1-one